ethoxy monooleate triacrylate C(C=C)(=O)O.C(C=C)(=O)O.C(C=C)(=O)O.C(CCCCCCC\C=C/CCCCCCCC)(=O)OOCC